rac-(3S,4S)-5-chloro-1-(7,8-difluoro-3-quinolyl)-3,4,6-trimethyl-3,4-dihydroisoquinoline ClC1=C2[C@@H]([C@@H](N=C(C2=CC=C1C)C=1C=NC2=C(C(=CC=C2C1)F)F)C)C |r|